methyl 7-bromo-2-methoxyquinoline-3-carboxylate BrC1=CC=C2C=C(C(=NC2=C1)OC)C(=O)OC